(cyclopentadienyl)(1,5-dimethylindenyl)zirconium C1(C=CC=C1)[Zr]C=1C(C2=CC=C(C=C2C1)C)C